C1(CC2C(CC1)O2)CC[Si](O[Si](CCC2CC1C(CC2)O1)(C)C)(C)C 1,3-bis[2-(3,4-epoxycyclohex-1-yl)ethyl]tetramethyldisiloxane